ClC=1C=C(C(=O)NC2=C(C=CC(=C2)C#CC2=CC=C(C=C2)F)N2C[C@@H](N(CC2)C)C)C=CC1 (S)-3-chloro-N-(2-(3,4-dimethylpiperazin-1-yl)-5-((4-fluorophenyl)ethynyl)phenyl)benzamide